ClC1=CC=C2C(=C(N(C2=C1C=1C(=NN(C1C)C)CI)C)C(=O)OC)CCC(=O)OC Methyl 6-chloro-7-(3-(iodomethyl)-1,5-dimethyl-1H-pyrazol-4-yl)-3-(3-methoxy-3-oxopropyl)-1-methyl-1H-indole-2-carboxylate